(((S)-oxetan-2-yl)methyl)-3H-imidazolo[4,5-b]pyridine-5-carboxylic acid O1[C@H](CC1)CC1=NC=2C(=NC(=CC2)C(=O)O)N1